[Si](C1=CC=CC=C1)(C1=CC=CC=C1)(C(C)(C)C)OCC1N(CC(C1)O)C(=O)OC(C)(C)C tert-butyl 2-(((tert-butyldiphenylsilyl)-oxy)methyl)-4-hydroxypyrrolidine-1-carboxylate